ClC=1C=C(C=NC1C1=NC=CC=N1)NC(=O)[C@@H]1C[C@@](C2=C1C=NC=1N2N=C(C1)F)(C)C1=NN(C=C1)C(F)F (trans)-N-(5-chloro-6-(pyrimidin-2-yl)pyridin-3-yl)-8-(1-(difluoromethyl)-1H-pyrazol-3-yl)-2-fluoro-8-methyl-7,8-dihydro-6H-cyclopenta[e]pyrazolo[1,5-a]pyrimidine-6-carboxamide